(E)-7-((4-(9-methoxy-3,4-dihydrobenzo[4,5]imidazo[1,2-a]pyrazine-2(1H)-yl)but-2-en-1-yl)oxy)-3,4-dihydroquinolin-2(1H)-one COC1=CC=CC2=C1N=C1N2CCN(C1)C/C=C/COC1=CC=C2CCC(NC2=C1)=O